C1(CC1)C(=O)N1CCN(C2=C(C1)C=C(C=C2)C2=CC=CC(=N2)C(=O)N)C2=CC=C(C=C2)C(F)(F)F 6-(4-(cyclopropanecarbonyl)-1-(4-(trifluoromethyl)phenyl)-2,3,4,5-tetrahydro-1H-benzo[e][1,4]diazepin-7-yl)picolinamide